ClC=1C(=CN(C(C1)=O)C1CCOCC1)C(=O)OC methyl 4-chloro-6-oxo-1-tetrahydropyran-4-yl-pyridine-3-carboxylate